CC(CN1CC2(C1)CCN(CC2)C2=CC=C(C=C2)C2=CC=C1C(=N2)N(C(=N1)C1=CC=C(C=C1)S(=O)(=O)C)C)(C)O 2-methyl-1-(7-(4-(3-methyl-2-(4-(methylsulfonyl)phenyl)-3H-imidazo[4,5-b]pyridin-5-yl)phenyl)-2,7-diazaspiro[3.5]nonan-2-yl)propan-2-ol